tert-butyl (2-amino-5-(4-morpholinopiperidin-1-yl)phenyl)carbamate NC1=C(C=C(C=C1)N1CCC(CC1)N1CCOCC1)NC(OC(C)(C)C)=O